N1-(3-(5,6-dimethyl-1H-benzo[d]imidazol-2-yl)quinolin-2-yl)-N2,N2-dimethylethane-1,2-diamine CC1=CC2=C(NC(=N2)C=2C(=NC3=CC=CC=C3C2)NCCN(C)C)C=C1C